C(C)N1C=NCC1 ethylimidazolin